C(C)(C)(C)OC(=O)N1CC2(C1)CCN(CC2)C2=CC(=C1C(=N2)C(=CS1)C(NC)=O)C(F)(F)F 7-[3-(methylcarbamoyl)-7-(trifluoromethyl)thieno[3,2-b]pyridin-5-yl]-2,7-diazaspiro[3.5]nonane-2-carboxylic acid tert-butyl ester